C(CCCCCCC\C=C/CCCCCCCC)(=O)OCC(=O)NCC1=CC(=C(C=C1)O)OC 2-((4-hydroxy-3-methoxy-benzyl)amino)-2-oxoethyl oleate